C(#N)C=1C=C(C(=NC1)CO)NC(C(C)(C)C)=O N-[5-cyano-2-(hydroxymethyl)pyridin-3-yl]-2,2-dimethylpropionamide